4-((3-oxomorpholino)methyl)-1H-1,2,3-triazol O=C1COCCN1CC=1N=NNC1